(11aR,12aS)-9-chloro-2,12,12-trimethyl-11,11a,12,12a-tetrahydro-3H-benzo[5,6][1,2]thiazino[2,3-a]indole 5,5-dioxide ClC1=CC=2C[C@H]3N(C2C=C1)S(C=1[C@H](C3(C)C)C=C(CC1)C)(=O)=O